6-chloro-1-(2,6-diethylphenyl)-4-((2S)-2-methyl-4-(2-propenoyl)-1-piperazinyl)-7-(3-(2-methylpropyl)-1-pyrrolidinyl)pyrido[2,3-d]pyrimidin-2(1H)-one ClC1=CC2=C(N(C(N=C2N2[C@H](CN(CC2)C(C=C)=O)C)=O)C2=C(C=CC=C2CC)CC)N=C1N1CC(CC1)CC(C)C